COC=1C=C(CN2CC(C2)S(=O)(=O)N2C3=C(OCC2)C(=CN=C3)C3=CC=C(C#N)C=C3)C=CC1 4-(4-((1-(3-Methoxybenzyl)azetidin-3-yl)sulfonyl)-3,4-dihydro-2H-pyrido[4,3-b][1,4]oxazin-8-yl)benzonitrile